di-n-octadecyl-3,5-di-tert-butyl-4-hydroxybenzylphosphonate C(CCCCCCCCCCCCCCCCC)C(C1=CC(=C(C(=C1)C(C)(C)C)O)C(C)(C)C)(P([O-])([O-])=O)CCCCCCCCCCCCCCCCCC